(2S)-2-(tert-butoxycarbonylamino)-3-tetrahydrofuran-3-yl-propanoic acid C(C)(C)(C)OC(=O)N[C@H](C(=O)O)CC1COCC1